2-{2-Methoxyethoxy}Ethanol COCCOCCO